C1(CC1)C(C(C(=O)[O-])O)O 3-cyclopropyl-2,3-dihydroxypropionate